3-(6-fluoronaphthalen-1-yl)-N-(6-methoxypyridin-3-yl)azetidine-1-thioamide FC=1C=C2C=CC=C(C2=CC1)C1CN(C1)C(NC=1C=NC(=CC1)OC)=S